8,8-difluoro-5-methyl-5,6,7,8-tetrahydro-1,6-naphthyridine FC1(CNC(C=2C=CC=NC12)C)F